C(C)(C)(C)OC(=O)C=1NC2=CC=CC(=C2C1)NC([C@H](CC1=CC=C(C=C1)N1C(CN(CC1)C1CCOCC1)=O)N)=O (S)-4-(2-amino-3-(4-(4-(tetrahydro-2H-pyran-4-yl)-2-oxopiperazin-1-yl)phenyl)propanamido)-1H-indole-2-oic acid tert-butyl ester